2-mercapto-4-methyl-valeric acid SC(C(=O)O)CC(C)C